Hafnium(IV) bromide [Hf](Br)(Br)(Br)Br